FC(C1=CC2=C(N=C(N=C2)NC2CCN(CC2)S(=O)(=O)C=C)N(C1=O)[C@H]1[C@](CCC1)(C)O)F 6-(difluoromethyl)-8-[(1r,2r)-2-hydroxy-2-methylcyclopentyl]-2-[(1-vinyl-sulfonyl-4-piperidinyl)amino]pyrido[2,3-d]pyrimidin-7-one